FC1=CC=C2C(=NC=NC2=C1)NCCCCCN1C(N(CC1=O)C)=O 3-(5-((7-Fluoroquinazolin-4-yl)amino)pentyl)-1-methylimidazoline-2,4-dione